N-[1-(2-hydroxyethyl)-2-oxopyrrolidin-3-yl]-2-methyl-5-[(1-methyl-1H-pyrazol-5-yl)methoxy]-2H-indazole-3-carboxamide OCCN1C(C(CC1)NC(=O)C=1N(N=C2C=CC(=CC12)OCC1=CC=NN1C)C)=O